CC1CC(C1)(C1=NN=CN1C)C=1C=C(C=CC1)NC(=O)C1=NC2=CC=CC=C2C(=C1)CN1C[C@H](CCC1)C N-(3-((1s,3R)-3-methyl-1-(4-methyl-4H-1,2,4-triazol-3-yl)cyclobutyl)phenyl)-4-(((S)-3-methylpiperidin-1-yl)methyl)quinoline-2-carboxamide